C(C)(=O)NC1=C(C=C(C=C1)C1=C(C(=CC=C1)C=1N=C(SC1)N1CCN(CC1)C(=O)OC(C)(C)C)OC)F tert-butyl 4-(4-(4'-acetamido-3'-fluoro-2-methoxy-[1,1'-biphenyl]-3-yl)thiazol-2-yl)piperazine-1-carboxylate